F[C@H]1C[C@H](N(C1)C(CN1CCC(CC1)NC1=C2C=CC=NC2=C(C=C1)OC(F)(F)F)=O)C#N (2S,4S)-4-fluoro-1-[2-[4-[[8-(trifluoromethoxy)-5-quinolyl]amino]-1-piperidyl]acetyl]pyrrolidine-2-carbonitrile